9-methacryloyloxy-10-phenoxy-1,4-dihydroanthracene C(C(=C)C)(=O)OC=1C2=CC=CC=C2C(=C2CC=CCC12)OC1=CC=CC=C1